BrC1=CC(=C(C=C1)\C(\C)=N\NC(C)=O)O N-[(E)-1-(4-bromo-2-hydroxy-phenyl)ethylideneamino]acetamide